1-chloro-3-(4-(2-(4-(2-hydroxy-3-(4-(hydroxymethyl)-5-iodo-1H-1,2,3-triazol-1-yl)propoxy)phenyl)propan-2-yl)phenoxy)propan-2-ol ClCC(COC1=CC=C(C=C1)C(C)(C)C1=CC=C(C=C1)OCC(CN1N=NC(=C1I)CO)O)O